CC(C)(C)S(=O)C=N [(2-methylpropane-2-sulfinyl)methylidene]amine